OC=1C=C(C(=CC1O)O)CCO 3,4,6-trihydroxybenzeneethanol